OC1=CC2=C(C(NCCC2)=O)C=C1 7-hydroxy-2,3,4,5-tetrahydro-1H-benzo[c]azepin-1-one